ClC=1C(=NC(=NC1)NC1=CC=NN1C)C1=CC=C2CN(C(C2=C1)=O)[C@@H](C(=O)N[C@H](CO)C1=CC(=CC=C1)C)C (2R)-2-(6-{5-chloro-2-[(1-methyl-1H-pyrazol-5-yl)amino]pyrimidin-4-yl}-1-oxo-2,3-dihydro-1H-isoindol-2-yl)-N-[(1S)-2-hydroxy-1-(3-methylphenyl)ethyl]propionamide